3-(2-Vinylphenoxy)benzoic acid C(=C)C1=C(OC=2C=C(C(=O)O)C=CC2)C=CC=C1